[1-methyl-2-(2-pyridyl)propyl] (2S)-2-[(3-hydroxy-4-methoxy-pyridine-2-carbonyl) amino]propanoate OC=1C(=NC=CC1OC)C(=O)N[C@H](C(=O)OC(C(C)C1=NC=CC=C1)C)C